N1=CC=CC2=CC(=CC=C12)O quinolin-6-ol